FC1=CC=C(C=C1)C(=O)C1=CNC=2N=C(N=C(C21)NC2CCC(CC2)CO)NC2=C(C=C(C=C2)N2CCN(CC2)C)OC (4-fluorophenyl)(4-(((1r,4r)-4-(hydroxymethyl)cyclohexyl)amino)-2-((2-methoxy-4-(4-methylpiperazin-1-yl)phenyl)amino)-7H-pyrrolo[2,3-d]pyrimidin-5-yl)methanone